[Ni].COCCOC (1,2-dimethoxyethane) nickel